5-methoxy-2-[[(4-methoxy-3,5-dimethyl-2-pyridyl)methyl]sulfinyl]-1H-benzimidazole potassium [K].COC1=CC2=C(NC(=N2)S(=O)CC2=NC=C(C(=C2C)OC)C)C=C1